OC(C(=O)O)CC[C@H]1NCCC1 2-hydroxy-4-((S)-pyrrolidin-2-yl)butyric acid